CC1=NN=C(N=N1)C1=CC=C(C(=O)N)C=C1 4-(6-methyl-1,2,4,5-tetrazin-3-yl)benzamide